C(C=C)OC[C@H](NC(=O)OCC1=CC=CC=C1)C(=O)O O-allyl-N-((benzyloxy)carbonyl)-L-serine